ClC1=C(C=CC=C1)C1=C(C=CC(=C1)N(C)C)S(=O)(=O)N1CCC(CC1)(C(=O)NC\C=C\C#N)F (E)-1-((2'-chloro-5-(dimethylamino)-[1,1'-biphenyl]-2-yl)sulfonyl)-N-(3-cyanoallyl)-4-fluoropiperidine-4-carboxamide